2-(((2,6-dioxo-3,6-dihydropyrimidin-1(2H)-yl)acetyl)amino)-2-(4-methoxyphenyl)-N-(4-(trimethylsilyl)phenyl)acetamide methyl-3-(4,4,5,5-tetramethyl-1,3,2-dioxaborolan-2-yl)benzoate COC(C1=CC(=CC=C1)B1OC(C(O1)(C)C)(C)C)=O.O=C1N(C(C=CN1)=O)CC(=O)NC(C(=O)NC1=CC=C(C=C1)[Si](C)(C)C)C1=CC=C(C=C1)OC